ClC=1C=C2C=C(NC2=CC1)CNC(N(C)[C@H]1CN(CCC1)C([C@@H](C)O)=O)=O 3-((5-chloro-1H-indol-2-yl)methyl)-1-((R)-1-((R)-2-hydroxypropanoyl)piperidin-3-yl)-1-methylurea